ClC=1N=C(C2=C(CCN(CC2)C(=O)OC(C)(C)C)N1)Cl tert-butyl 2,4-dichloro-5,6,8,9-tetrahydro-7H-pyrimido[4,5-d]azepine-7-carboxylate